[C@H]12CC(C[C@H](CC1)N2)N2C1=C(N(CCC2)C)C=C(N=N1)C1=C(C=C(C=C1)C=1C=NN(C1)C)O 2-(9-((1R,3s,5S)-8-azabicyclo[3.2.1]octan-3-yl)-5-methyl-6,7,8,9-tetrahydro-5H-pyridazino[3,4-b][1,4]diazepin-3-yl)-5-(1-methyl-1H-pyrazol-4-yl)phenol